glycerol monostearate monocitrate C(CC(O)(C(=O)O)CC(=O)O)(=O)O.C(CCCCCCCCCCCCCCCCC)(=O)O.OCC(O)CO